C1(=CCCCC1)C1=CC=C2C=C(C(NC2=C1)=O)C(=O)OCC ethyl 7-(cyclohex-1-en-1-yl)-2-oxo-1,2-dihydroquinoline-3-carboxylate